C1(CC1)C=1C=C(C=2N(C1)C=C(N2)CN2N=NC(=C2)C(=O)O)COCCN(C)C 1-((6-cyclopropyl-8-((2-(dimethylamino)ethoxy)methyl)imidazo[1,2-a]pyridin-2-yl)methyl)-1H-1,2,3-triazole-4-carboxylic acid